C(C)O[Si](Br)(OCC)OCC triethoxybromosilane